4-(dimethylamino)-2-fluorobenzoic acid CN(C1=CC(=C(C(=O)O)C=C1)F)C